C1(=CC=CC=C1)COC(=O)C1=CC2=CC(=CC=C2C=C1OCC1=CC=CC=C1)OC 3-(Phenylmethoxy)-7-methoxynaphthalene-2-carboxylic acid phenylmethyl ester